O=C1NC(CCC1C1=C(C=C(C=C1F)N1CC(C1)NC(OC1CN(C1)C(N(C1=C(C=CC=C1)C)C)=O)=O)F)=O 1-(methyl(o-tolyl)carbamoyl)azetidin-3-yl (1-(4-(2,6-dioxopiperidin-3-yl)-3,5-difluorophenyl)azetidin-3-yl)carbamate